CC=1C=C(C=C(C1N1C(C=CC1=O)=O)CC)CC1=CC(=C(C(=C1)CC)N1C(C=CC1=O)=O)C bis(3-methyl-5-ethyl-4-maleimidophenyl)methane